C(=C)OC1C2C3CCCC3C(C1)C2 8-tricyclo[5.2.1.02,6]decyl vinyl ether